tert-butyl 4-(2-(((6-((1S,2S)-2-(3-chlorophenyl)cyclopropane-1-carboxamido)pyrimidin-4-yl)amino)methyl)-6-cyclopropylimidazo[1,2-a]pyridin-8-yl)-3-oxopiperazine-1-carboxylate ClC=1C=C(C=CC1)[C@@H]1[C@H](C1)C(=O)NC1=CC(=NC=N1)NCC=1N=C2N(C=C(C=C2N2C(CN(CC2)C(=O)OC(C)(C)C)=O)C2CC2)C1